C1(=C(C=CC=C1)CN1CCNCC1)C1=CC=CC=C1 1-([1,1'-biphenyl]-2-ylmethyl)piperazine